bromo-1',4'-dihydro-2'H-spiro[cyclopropane-1,3'-quinoline]-2'-thione BrN1C(C2(CC3=CC=CC=C13)CC2)=S